(R)-3-(6-(3-chloro-1H-pyrrolo[2,3-b]pyridin-5-yl)-2-((S)-3-fluoropyrrolidine-1-carbonyl)-1,2,3,4-tetrahydroisoquinolin-8-yl)morpholine-4-carboxylic acid tert-butyl ester C(C)(C)(C)OC(=O)N1[C@@H](COCC1)C=1C=C(C=C2CCN(CC12)C(=O)N1C[C@H](CC1)F)C=1C=C2C(=NC1)NC=C2Cl